N[C@@H](C1=C(C=CC(=C1)F)O)C=1NC2=CC=CC=C2C1 (S)-2-(amino(1H-indol-2-yl)methyl)-4-fluorophenol